Tert-butyl 3-[5-[1-[(2S,4R)-4-hydroxy-2-[[(1S)-1-[4-(4-methylthiazol-5-yl)phenyl] ethyl]carbamoyl]pyrrolidine-1-carbonyl]-2-methyl-propyl]isoxazol-3-yl]oxyazetidine-1-carboxylate O[C@@H]1C[C@H](N(C1)C(=O)C(C(C)C)C1=CC(=NO1)OC1CN(C1)C(=O)OC(C)(C)C)C(N[C@@H](C)C1=CC=C(C=C1)C1=C(N=CS1)C)=O